8-hydroxy-5-{2-hydroxy-1-[3-(3-benzoylaminophenyl)propylamino]ethyl}-(1H)-quinolin-2-one hydrochloride Cl.OC=1C=CC(=C2C=CC(NC12)=O)C(CO)NCCCC1=CC(=CC=C1)NC(C1=CC=CC=C1)=O